4-chloro-7-methylthieno[3,2-c]pyridazine ClC=1C2=C(N=NC1)C(=CS2)C